N[C@H](C(=O)N[C@@H](C)C(NC1=CC(=C(C(=C1)Cl)CO)Cl)=O)C(C)C (2S)-2-amino-N-[(1S)-1-{[3,5-dichloro-4-(hydroxymethyl)phenyl]carbamoyl}ethyl]-3-methylbutanamide